N-ethyl-N'-[3-diethylamino-propyl]-carbodiimide C(C)N=C=NCCCN(CC)CC